tert-butyl (1'-methyl-2'-oxo-1',2'-dihydro-[4,4'-bipyridin]-3-yl)carbamate CN1C(C=C(C=C1)C1=C(C=NC=C1)NC(OC(C)(C)C)=O)=O